C[C@@](N)(CCSC)C(=O)O α-methyl-D-methionine